OC=1C(N(N=CC1)C)=O 4-hydroxy-2-methylpyridazin-3(2H)-one